1-methyl-3-(piperidin-3-yl)-1,3-dihydro-2H-benzo[d]imidazol-2-one hydrochloride Salt Cl.CN1C(N(C2=C1C=CC=C2)C2CNCCC2)=O